3-[2,5-Bis(propan-2-yl)thiophen-3-yl]-1-{[(3S)-1-methylpiperidin-3-yl][1-(propan-2-yl)-1H-pyrazol-4-yl]sulfamoyl}urea CC(C)C=1SC(=CC1NC(NS(N(C=1C=NN(C1)C(C)C)[C@@H]1CN(CCC1)C)(=O)=O)=O)C(C)C